COCC1(CC1)NC1=NC=CC(=C1)CN1C(N(C(C1(C)C)=O)C1=CC=C(C=C1)C1(CC1)C(F)(F)F)=O 1-((2-((1-(methoxymethyl)cyclopropyl)amino)pyridin-4-yl)methyl)-5,5-dimethyl-3-(4-(1-(trifluoromethyl)cyclopropyl)phenyl)imidazolidine-2,4-dione